N1C(NC(NC1=S)=S)=S 1,3,5-triazine-2,4,6(1H,3H,5H)trithione